FC(=C(C(C(C(C(F)(F)F)(F)F)(F)F)(F)F)F)OC(=C(F)C(C(C(C(F)(F)F)(F)F)(F)F)(F)F)F perfluorobutylvinylether